CC1=CC[C@@H](CC1)C(=C)C (R)-1-Methyl-4-(1-methylethenyl)-cyclohexene